N1C=C(C2=CC=CC=C12)CC=1NC(=NN1)[C@H]1N([C@@H]2CC[C@H]1C2)C(=O)OC(C)(C)C Tert-butyl (1R,3S,4S)-3-(5-((1H-indol-3-yl)methyl)-4H-1,2,4-triazol-3-yl)-2-azabicyclo[2.2.1]heptane-2-carboxylate